O=C1C=C(N=C2N1C=CC=C2)C(=O)NCC=2N=C1N(C=C(C=C1)CN1CCCCC1)C2 4-oxo-N-({6-[(piperidin-1-yl)methyl]imidazo[1,2-a]pyridin-2-yl}methyl)-4H-pyrido[1,2-a]pyrimidine-2-carboxamide